1-((1-(2,2-dimethylbutyryl)-4-hydroxypiperidin-4-yl)methyl)-N-isopropyl-N-methyl-6-oxo-4-phenyl-1,6-dihydropyridine-3-carboxamide CC(C(=O)N1CCC(CC1)(O)CN1C=C(C(=CC1=O)C1=CC=CC=C1)C(=O)N(C)C(C)C)(CC)C